O2-benzyl O1-tert-butyl (2S,4S)-4-[[tert-butyl(dimethyl)silyl]oxymethyl]-2-methyl-azetidine-1,2-dicarboxylate [Si](C)(C)(C(C)(C)C)OC[C@@H]1C[C@](N1C(=O)OC(C)(C)C)(C(=O)OCC1=CC=CC=C1)C